C(C)(C)OC=1C(=CC(=NC1)C1=NSC(=N1)NC1=NC=CC=C1N(C(=O)C1CC1)C)C(F)(F)F N-(2-(3-(5-isopropoxy-4-(trifluoro-methyl)pyridin-2-yl)-1,2,4-thiadiazol-5-ylamino)pyridin-3-yl)-N-methylcyclopropanecarboxamide